C(C)(C)N(C(=O)C1[C@H]2CN(C[C@@H]12)C1=NC2=C(C=C(C=C2C(N1C)=O)C)C(C)NC1=C(C(=O)O)C=CC=C1)C 2-((1-(2-((1R,5S,6R)-6-(Isopropyl(methyl)carbamoyl)-3-azabicyclo[3.1.0]hexan-3-yl)-3,6-dimethyl-4-oxo-3,4-dihydroquinazolin-8-yl)ethyl)amino)benzoic acid